2-bromo-3,4-difluorophenol BrC1=C(C=CC(=C1F)F)O